5-((2-Chlorophenyl)amino)-2-methylimidazo[1,2-c]quinazoline-8-carboxylic acid ClC1=C(C=CC=C1)NC1=NC=2C=C(C=CC2C=2N1C=C(N2)C)C(=O)O